2,6-dimethoxy-4-(prop-2-enyl)phenol COC1=C(C(=CC(=C1)CC=C)OC)O